tert-butyl 4-(N-((5-(5-(difluoromethyl)-1,3,4-oxadiazol-2-yl)pyridin-2-yl)methyl)-N-(m-tolyl)sulfamoyl)piperidine-1-carboxylate FC(C1=NN=C(O1)C=1C=CC(=NC1)CN(S(=O)(=O)C1CCN(CC1)C(=O)OC(C)(C)C)C=1C=C(C=CC1)C)F